N=1N=CN2C1CNCC2 1,2,4-triazolo[3,4-c]piperazin